7-BROMO-6-FLUOROCINNOLIN-4-OL HYDROCHLORIDE Cl.BrC1=C(C=C2C(=CN=NC2=C1)O)F